2,4-dichloro-6-(4-fluorophenoxy)-8-phenylquinazoline ClC1=NC2=C(C=C(C=C2C(=N1)Cl)OC1=CC=C(C=C1)F)C1=CC=CC=C1